3-ethyl-7-((4-(8-fluoro-4-(methylamino)quinazolin-7-yl)piperazin-1-yl)methyl)-4-thioxo-3,4-dihydroquinazolin-2(1H)-one C(C)N1C(NC2=CC(=CC=C2C1=S)CN1CCN(CC1)C1=CC=C2C(=NC=NC2=C1F)NC)=O